Methyl ((2S,3R)-3-(adamantan-1-yl)-3-amino-2-hydroxypropanoyl)-L-prolinate C12(CC3CC(CC(C1)C3)C2)[C@H]([C@@H](C(=O)N2[C@@H](CCC2)C(=O)OC)O)N